(+/-)-(1S,3S)-3-(4-(5-(((benzyl(methyl)carbamoyl)oxy)methyl)oxazol-4-yl)phenoxy)cyclohexane-1-carboxylic acid C(C1=CC=CC=C1)N(C(=O)OCC1=C(N=CO1)C1=CC=C(O[C@@H]2C[C@H](CCC2)C(=O)O)C=C1)C |r|